benzoimidazole-5-carboxylic acid [2-(2-hydroxy-acetylamino)-ethyl]-amide OCC(=O)NCCNC(=O)C1=CC2=C(N=CN2)C=C1